(3-Chloro-phenyl)-(1,3-dimethyl-pyrrolidin-3-yl)-(4-trifluoromethoxy-phenyl)-methanol ClC=1C=C(C=CC1)C(O)(C1=CC=C(C=C1)OC(F)(F)F)C1(CN(CC1)C)C